CN1C(C=2C(C1=O)=C(C=C(C2)SCC)SCC)=O N-methyl-3,5-di(ethylthio)-phthalimide